Dicyclohexyl[2',4',6'-tris(1-methylethyl)[1,1'-biphenyl]-2-yl]phosphine C1(CCCCC1)P(C1=C(C=CC=C1)C1=C(C=C(C=C1C(C)C)C(C)C)C(C)C)C1CCCCC1